Tert-butyl 5-{[2-(4-isopropylphenyl) imidazo[1,2-a]pyrimidin-3-yl] methyl}-2,5-diazabicyclo[2.2.2]octane-2-carboxylate C(C)(C)C1=CC=C(C=C1)C=1N=C2N(C=CC=N2)C1CN1C2CN(C(C1)CC2)C(=O)OC(C)(C)C